CN(C)C=C1N(CC(C1=O)(C(F)(F)F)C)C(=O)OC(C)(C)C tert-butyl 2-((dimethylamino)methylene)-4-methyl-3-oxo-4-(trifluoromethyl)pyrrolidine-1-carboxylate